C1=CC(=C(C=C1C2=[O+]C3=CC(=CC(=C3C=C2O[C@H]4[C@@H]([C@H]([C@H]([C@H](O4)CO)O)O)OC(=O)C5=CC(=C(C(=C5)O)O)O)O)O)O)O The molecule is an anthocyanin cation that is cyanidin attached to a 2''-O-galloyl-beta-D-galactopyranosyl residue at position 3 via a glycosidic linkage. It has a role as a plant metabolite. It is an anthocyanin cation, a gallate ester, a beta-D-galactoside, a monosaccharide derivative and a beta-D-glucoside. It derives from a cyanidin cation.